(2-fluorobenzyl)(trifluoromethyl)((4-(5-(trifluoromethyl)-1,2,4-oxadiazol-3-yl)phenyl)imino)-λ6-sulfanone FC1=C(CS(=O)(=NC2=CC=C(C=C2)C2=NOC(=N2)C(F)(F)F)C(F)(F)F)C=CC=C1